8-Cyclohexylthio-8-phenyl-1,N2-ethenoguanosine C1(CCCCC1)SC1(N([C@H]2[C@H](O)[C@H](O)[C@@H](CO)O2)C=2N=C3N(C(C2N1)=O)C=CN3)C3=CC=CC=C3